ethyl (R)-2-(2-fluoro-4-(5-oxopyrrolidin-2-yl)phenyl)benzo[d]imidazo[2,1-b]thiazole-7-carboxylate FC1=C(C=CC(=C1)[C@@H]1NC(CC1)=O)C=1N=C2SC3=C(N2C1)C=CC(=C3)C(=O)OCC